(S)-2-(dimethylamino)-2-(thiophen-3-yl)acetamide CN([C@H](C(=O)N)C1=CSC=C1)C